N4-((1r,4r)-4-aminocyclohexyl)-6-(5-(cyclopropylmethyl)-1-methyl-1H-pyrazol-4-yl)pyrimidine-2,4-diamine NC1CCC(CC1)NC1=NC(=NC(=C1)C=1C=NN(C1CC1CC1)C)N